8-bromo-1-(4-methoxybenzyl)-3,7-dimethyl-3,7-dihydro-1H-purine-2,6-dione BrC1=NC=2N(C(N(C(C2N1C)=O)CC1=CC=C(C=C1)OC)=O)C